FC=1C=C2C=NN(C2=C(C1O)F)C=1C=NC(=CC1)N1CCN(CC1)S(=O)(=O)C 5,7-Difluoro-1-(6-(4-(methylsulfonyl)piperazin-1-yl)pyridin-3-yl)-1H-indazol-6-ol